ClC1=NC=CC2=C1C=C(N2)C(=O)N(CCNC(OC(C)(C)C)=O)CCO tert-butyl N-[2-[(4-chloro-1H-pyrrolo[3,2-c]pyridine-2-carbonyl)-(2-hydroxyethyl)amino]ethyl]carbamate